NC1=C(N=CC2=C(C(=CC=C12)F)C1=C(N=C(S1)N)C)C(=O)NCCC 4-amino-8-(2-amino-4-methylthiazol-5-yl)-7-fluoro-N-propylisoquinoline-3-carboxamide